C(C=C)[N+](CCOC(C1=CC=C(C=C1)C=C)=O)(CCOC(C1=CC=C(C=C1)C=C)=O)CCOC(C1=CC=C(C=C1)C=C)=O allyl(tris(2-(4-vinylbenzoyloxy)ethyl))ammonium